((4r,5s,7r,8r,9s,10r)-8,10-dihydroxy-7-(hydroxymethyl)-9-(4-(3,4,5-trifluorophenyl)-1H-1,2,3-triazol-1-yl)-1,6-dioxaspiro[4.5]dec-4-yl)-[1,1'-biphenyl]-2-carboxamide O[C@H]1[C@H](O[C@@]2([C@H](CCO2)C2=C(C(=CC=C2)C2=CC=CC=C2)C(=O)N)[C@@H]([C@H]1N1N=NC(=C1)C1=CC(=C(C(=C1)F)F)F)O)CO